tert-Butyl (2-(2-(2-((3-(2-(2,6-dioxopiperidin-3-yl)-1-oxoisoindolin-5-yl)prop-2-yn-1-yl)oxy)ethoxy)ethoxy)ethyl)carbamate O=C1NC(CCC1N1C(C2=CC=C(C=C2C1)C#CCOCCOCCOCCNC(OC(C)(C)C)=O)=O)=O